(3-([1,1'-Biphenyl]-2-ylethynyl)-1H-indazol-5-yl)(pyrrolidin-1-yl)methanone C1(=C(C=CC=C1)C#CC1=NNC2=CC=C(C=C12)C(=O)N1CCCC1)C1=CC=CC=C1